C(=C)[Si](O[Si](C=C)(C1=CC=CC=C1)C1=CC=CC=C1)(C1=CC=CC=C1)C1=CC=CC=C1 1,3-divinyl-tetraphenyldisiloxane